C(=O)O.ClC1=C(CC[C@]2(CN(CCC2)C2=CC(=C(C(=C2)F)S(=O)(=O)NC2=NC=NC=C2)F)N(C)C)C(=CC=C1)Cl (S)-4-(3-(2,6-Dichlorophenethyl)-3-(dimethylamino)piperidin-1-yl)-2,6-difluoro-N-(pyrimidin-4-yl)benzenesulfonamide formate